COC1=C(C(=O)C2=CC=CC=C2)C=C(C(=C1)OC)C(C1=CC=CC=C1)=O 2,4-dimethoxy-5-(benzoyl)benzophenone